O(C1=CC=CC=C1)C1=CC=C(C=C1)C1=NN(C2=NC=NC(=C21)N)[C@H]2CNCCC2 (R)-3-(4-phenoxyphenyl)-1-(piperidin-3-yl)-1H-pyrazolo(3,4-d)pyrimidin-4-amine